C1=CC=CC=2C3=CC=CC=C3N(C12)CC(CN1C(N(CCC1)C1CCC1)=O)O 1-(3-(9H-carbazol-9-yl)-2-hydroxypropyl)-3-cyclobutyl-tetrahydro-pyrimidin-2(1H)-one